CN(C)CC1=CC=C(C=C1)CC(=O)N1CCN(CC1)C=1C=CC=2N(N1)C=NN2 2-{4-[(dimethylamino)methyl]phenyl}-1-(4-{[1,2,4]triazolo[4,3-b]pyridazin-6-yl}piperazin-1-yl)ethan-1-one